N'-((1,2,3,5,6,7-hexahydro-s-indacen-4-yl)carbamoyl)-4,5,6,7-tetrahydropyrazolo[1,5-a]pyridine-3-sulfonimidamide C1CCC2=C(C=3CCCC3C=C12)NC(=O)N=S(=O)(N)C=1C=NN2C1CCCC2